OC[C@@H]1N(C[C@@H](C1)C1=CC(=C(C=C1)OC)OC(C)C)CC=O (2R,4S)-2-(hydroxymethyl)-4-(3-isopropoxy-4-methoxyphenyl)pyrrolidin-1-ethanone